(R)-2-((2,4-dibromo-5-methoxyphenyl)sulfonamido)-N-(4-methoxybenzyl)hexanamide BrC1=C(C=C(C(=C1)Br)OC)S(=O)(=O)N[C@@H](C(=O)NCC1=CC=C(C=C1)OC)CCCC